ClC1=C(C=C2CCNCC2=C1)NC1=NC=C(C(=N1)C1=CC2=C(C(N(CCS2(=O)=O)CC2CC2)=O)S1)C(F)(F)F 7-(2-((7-chloro-1,2,3,4-tetrahydroisoquinolin-6-yl)amino)-5-(trifluoromethyl)pyrimidin-4-yl)-4-(cyclopropylmethyl)-3,4-dihydrothieno[2,3-f][1,4]thiazepin-5(2H)-one 1,1-dioxide